racemic-1-[(4,4-dimethyloxetan-2-yl)methyl]-3-(4-fluorophenyl)-4-{6-phenylfuro[2,3-d]pyrimidin-4-yl}pyrazole CC1(C[C@@H](O1)CN1N=C(C(=C1)C=1C2=C(N=CN1)OC(=C2)C2=CC=CC=C2)C2=CC=C(C=C2)F)C |r|